CC=1C=CC(=NC1)NC(=O)C=1C(=C2C=CC=NC2=CC1)[N+](=O)[O-] N-(5-methylpyridin-2-yl)-5-nitroquinoline-6-carboxamide